CC1=C(C(=C(C1([Hf]C=1CC=2C=CC3=C(C2C1C(C)(C)C)C=CC=C3)C)C)C)C Pentamethylcyclopentadienyl-(1-tert-butyl-benzo[e]indenyl)hafnium